FC1=CC2=C(C(=NS2(=O)=O)C(=O)O)C=C1 6-fluoro-1,1-dioxo-1λ6-benzo[d][1,2]thiazole-3-carboxylic acid